C1(=CC=CC=C1)SCC1=C(C(=C(C(=C1F)F)F)F)F phenyl-[(perfluorophenyl) methyl] sulfide